N-[6-(difluoromethyl)-2-pyridyl]-7-ethoxy-2-tetrahydropyran-4-yl-imidazo[1,2-a]pyridine-6-carboxamide FC(C1=CC=CC(=N1)NC(=O)C=1C(=CC=2N(C1)C=C(N2)C2CCOCC2)OCC)F